(1R)-1-[Bis(1,1-dimethylethyl)phosphino]-2-[(1R)-1-[bis(2-methylphenyl)phosphino]ethyl]ferrocene CCP([C]1[CH][CH][CH][C]1[C@H](C)P(C2=CC=CC=C2C)C3=CC=CC=C3C)C(C)(C)C